N-isobutyl-7-(5-(trifluoromethyl)-1,2,4-oxadiazol-3-yl)imidazo[1,2-a]pyridine-2-carboxamide C(C(C)C)NC(=O)C=1N=C2N(C=CC(=C2)C2=NOC(=N2)C(F)(F)F)C1